2,2'-biphenyldimethanol C=1(C(=CC=CC1)CO)C=1C(=CC=CC1)CO